C(#N)C=1C2=C(SC1NC(C1=CN=CC=C1)=O)CCCC2 N-(3-cyano-4,5,6,7-tetrahydrobenzo[b]thiophen-2-yl)nicotinamide